(E)-1-[4-[(5-bromo-8-isoquinolyl)oxy]-2-methyl-thiazol-5-yl]-3-(dimethylamino)prop-2-en-1-one BrC1=C2C=CN=CC2=C(C=C1)OC=1N=C(SC1C(\C=C\N(C)C)=O)C